2-((5,6-dihydrobenzo[6,7]oxepino[2,3-b]pyridin-6-yl)methyl)isoindoline-1,3-dione N1=C2C(=CC=C1)CC(C1=C(O2)C=CC=C1)CN1C(C2=CC=CC=C2C1=O)=O